FC=1C=C(C=CC1OCCN1CCCC1)CCN 2-(3-fluoro-4-(2-(pyrrolidin-1-yl)ethoxy)phenyl)ethylamine